The molecule is a medium-chain fatty acid anion comprising hexanoate substituted at C-2 and C-4 with oxo and hydroxy groups respectively. It is a 2-oxo monocarboxylic acid anion, a straight-chain saturated fatty acid anion, a medium-chain fatty acid anion, a hydroxy fatty acid anion and an oxo fatty acid anion. It derives from a hexanoate. It is a conjugate base of a 4-hydroxy-2-oxohexanoic acid. CCC(CC(=O)C(=O)[O-])O